(1S,2R,3R,4S,5R)-5-hydroxy-3-(pyridin-4-yl)-N-(3-(trifluoromethyl)benzeneYl)-7-oxabicyclo[2.2.1]Heptane-2-carboxamide O[C@H]1[C@@H]2[C@H]([C@H]([C@H](C1)O2)C(=O)NC2=CC(=CC=C2)C(F)(F)F)C2=CC=NC=C2